O1[C@@H](COCC1)COC=1N2CCC3=C(C2=C(C(C1)=O)C)C=CC(=C3)C3CN(C3)C(=O)N(C)C 3-[4-[[(2S)-1,4-dioxan-2-yl]methoxy]-1-methyl-2-oxo-6,7-dihydrobenzo[a]quinolizin-9-yl]-N,N-dimethyl-azetidine-1-carboxamide